dimethyl-oxygen nitrogen [N].COC